dichlorophosphoryl-methyl-(trimethyl)silane ClP(=O)(Cl)C[Si](C)(C)C